ClC1=CC(=C(C=N1)C(=O)NC1=C(C=C(C(=C1)F)OC1=CC=NC2=CC(=C(C=C12)OC)OCCNC)F)OC 6-chloro-N-[2,5-difluoro-4-({6-methoxy-7-[2-(methylamino)ethoxy]quinolin-4-yl}oxy)phenyl]-4-methoxypyridine-3-carboxamide